r-cyclopropan C1CC1